COC(=O)C=1C(N(C2=CC(=CC=C2C1N)Br)C1=NC=C(C=C1)C)=O 4-Amino-7-bromo-1-(5-methylpyridin-2-yl)-2-oxo-1,2-dihydroquinoline-3-carboxylic acid methyl ester